5-(2,1,3-Benzoxadiazole-4-sulfonyl)-N-[(1S)-1-phenylethyl]-1H,2H,3H,4H,5H,6H-pyrrolo[3,4-c]pyrrole-2-carboxamide N=1ON=C2C1C=CC=C2S(=O)(=O)N2CC1=C(C2)CN(C1)C(=O)N[C@@H](C)C1=CC=CC=C1